4-(4-hydroxy-3-methoxyphenyl)-6-p-bromophenyl-2-amino-3-cyanopyridine OC1=C(C=C(C=C1)C1=C(C(=NC(=C1)C1=CC=C(C=C1)Br)N)C#N)OC